N-benzoyl-7-(3,4-dichlorobenzoyl)-2-[4-methoxy-2-(trifluoromethyl)phenyl]-3-oxo-6,8-dihydro-5H-imidazo[1,5-a]pyrazine-1-carboxamide C(C1=CC=CC=C1)(=O)NC(=O)C=1N(C(N2C1CN(CC2)C(C2=CC(=C(C=C2)Cl)Cl)=O)=O)C2=C(C=C(C=C2)OC)C(F)(F)F